(2S,5R)-2-(4-bromophenyl)-5-(morpholinomethyl)-1,4-thiazepan-3-one BrC1=CC=C(C=C1)[C@@H]1SCC[C@@H](NC1=O)CN1CCOCC1